N-(2-chloro-4-(2-(4-morpholinophenyl-amino)pyrimidin-4-yl)phenyl)-2-cyanoacetamide ClC1=C(C=CC(=C1)C1=NC(=NC=C1)NC1=CC=C(C=C1)N1CCOCC1)NC(CC#N)=O